O=C1NC(CCC1N1C(C2=CC=C(C=C2C1=O)NCCC[C@@H]1C[C@H](C1)N1N=CC(=C1)C1=NC2=CC(=CC=C2N=C1)CN1CCNCC1)=O)=O 2-(2,6-dioxopiperidin-3-yl)-5-((3-(trans-3-(4-(7-(piperazin-1-ylmethyl)quinoxalin-2-yl)-1H-pyrazol-1-yl)cyclobutyl)propyl)amino)isoindoline-1,3-dione